C(C)OC(=O)C=1C(OC=2C=CC3=C(C2C1)C=CC=C3)=O 3-oxo-3H-benzo[f]chromene-2-carboxylic acid ethyl ester